5-(6-Amino-2-chloro-purin-9-yl)-2-(hydroxymethyl)oxolan-3-ol NC1=C2N=CN(C2=NC(=N1)Cl)C1CC(C(O1)CO)O